MethoxyCoumarin COC1=CC2=CC=CC=C2OC1=O